NC1=CC(=C(C=C1)CCOCCN(C(OC(C)(C)C)=O)C)Cl tert-butyl N-{2-[2-(4-amino-2-chlorophenyl)ethoxy]ethyl}-N-methylcarbamate